C1(=CC=CC=C1)NCC(=O)OCCCCC N-phenylglycine, pentyl ester